azanonadecan-19-oic acid NCCCCCCCCCCCCCCCCCC(=O)O